NC1=NC=C(C(=N1)C(F)F)C1=NC(=NC(=N1)N1CCOCC1)N1CCN(CC1)C(CC1CCN(CC1)C(C=C)=O)=O 1-(4-(2-(4-(4-(2-amino-4-(difluoromethyl)pyrimidin-5-yl)-6-morpholino-1,3,5-triazin-2-yl)piperazin-1-yl)-2-oxoethyl)piperidin-1-yl)prop-2-en-1-one